5-amino-3-(4-bromophenyl)-1-(2,2,2-trifluoro-1-phenyl-ethyl)pyrazole-4-carbonitrile NC1=C(C(=NN1C(C(F)(F)F)C1=CC=CC=C1)C1=CC=C(C=C1)Br)C#N